2,2-difluoro-3-(3,5-dimethylphenyl)-3-butenoic acid n-hexyl ester C(CCCCC)OC(C(C(=C)C1=CC(=CC(=C1)C)C)(F)F)=O